COC1=C(C(=O)NC2=CC=C3C(=NN(C3=C2)CCC2CCN(CC2)C)C)C=CC=C1C=1C=NC=CC1 2-methoxy-N-(3-methyl-1-(2-(1-methylpiperidin-4-yl)ethyl)-1H-indazol-6-yl)-3-(pyridin-3-yl)benzamide